C(OC1=CC=C2C=NN(C2=C1NS(=O)(=O)C=1C=NC(=CC1)N1N=CC(=C1)C(F)(F)F)C([2H])([2H])[2H])([2H])([2H])[2H] N-[6-(2H3)methoxy-1-(2H3)methylindazol-7-yl]-6-[4-(trifluoromethyl)pyrazol-1-yl]pyridine-3-sulfonamide